6-(6-aminopyridin-2-yl)-N2,N4-bis(3-methylbutan-2-yl)-1,3,5-triazine-2,4-diamine NC1=CC=CC(=N1)C1=NC(=NC(=N1)NC(C)C(C)C)NC(C)C(C)C